CC1(OCC(O1)C1=NC=CC=C1)C 2-(2,2-dimethyl-1,3-dioxolan-4-yl)pyridin